C1(CC(CCCCCC)O1)=O gamma-nonanlactone